BrC1=C(C(=CC2=C1N(C(O2)=O)C)C2=C(C(=O)N)C=C(C=C2F)C(F)(F)F)C(C2=C(C=CC(=C2)F)Cl)=O (4-bromo-5-(2-chloro-5-fluorobenzoyl)-3-methyl-2-oxo-2,3-dihydrobenzo[d]oxazol-6-yl)-3-fluoro-5-(trifluoromethyl)benzamide